N1-(2,6-dimethyl-phenyl)-N2-((S)-1-(((S)-4-hydroxy-3-oxo-1-((S)-2-oxopyrrolidin-3-yl)butan-2-yl)amino)-4-methyl-1-oxopentan-2-yl)oxalamide CC1=C(C(=CC=C1)C)NC(C(=O)N[C@H](C(=O)N[C@@H](C[C@H]1C(NCC1)=O)C(CO)=O)CC(C)C)=O